NC1=NC=CC(=C1Cl)SC=1C=CC=2C(=NC=C(N2)N2CC[C@@H](CCC2)N)N1 (R)-1-(6-((2-amino-3-chloropyridin-4-yl)thio)pyrido[2,3-b]pyrazin-2-yl)azepan-4-amine